5-{1-[(tert-butoxy)carbonyl]Azetidin-3-yl}-1,3-thiazole-4-carboxylic acid ethyl ester C(C)OC(=O)C=1N=CSC1C1CN(C1)C(=O)OC(C)(C)C